C(C)OC(=O)C1C(C1C=C(C)C)(C)C.C(C1=CC=CC=C1)(C1=CC=CC=C1)(C1=CC=CC=C1)N1C=NC(=C1)CCC(=O)N 3-(1-trityl-1H-imidazol-4-yl)propanamide ethyl-2,2-dimethyl-3-(2-methylprop-1-enyl)cyclopropane-1-carboxylate